tert-butyl 4-[3-(2,6-dioxo-3-piperidyl)phenoxy]piperidine-1-carboxylate O=C1NC(CCC1C=1C=C(OC2CCN(CC2)C(=O)OC(C)(C)C)C=CC1)=O